(7S)-11-chloro-9-(2,6-difluorophenyl)-7-methyl-12-(trifluoromethyl)-2,3,5,8,13-pentaazatricyclo[8.4.0.02,6]tetradeca-1(10),3,5,8,11,13-hexa-en-4-amine ClC=1C=2C(=N[C@H](C3=NC(=NN3C2C=NC1C(F)(F)F)N)C)C1=C(C=CC=C1F)F